ClC=1C=C(C(=NC1)OC1=CC=C(C=C1)N1N=CC(=C1)CC=O)F 2-(1-{4-[(5-chloro-3-fluoropyridin-2-yl)oxy]phenyl}pyrazol-4-yl)acetaldehyde